(2-((7-azabicyclo[2.2.1]heptan-7-yl)methyl)-6-fluorophenyl)methylamine C12CCC(CC1)N2CC2=C(C(=CC=C2)F)CN